C(\C=C/C(=O)OCCCC)(=O)OCCCC di-n-butyl maleinate